NC1=NC=CC(=C1)C=1C=C2C(=NNC2=C(C1)C1=CC(=CC=C1)OC)N 5-(2-aminopyridin-4-yl)-7-(3-methoxyphenyl)-1H-indazol-3-amine